5-HYDROXYQUINOLINE-8-BORONIC ACID OC1=C2C=CC=NC2=C(C=C1)B(O)O